CC(=O)NC1=C(C=C(C=C1)OC)OC N-(2,4-Dimethoxyphenyl)acetamide